3-(Bromomethyl)-2,3',5'-trifluoro[biphenyl] BrCC=1C(=C(C=CC1)C1=CC(=CC(=C1)F)F)F